Cl.Cl.C1=NC=CC=2C(=CC=CC12)S(=O)(=O)N 5-isoquinolinesulfonamide dihydrochloride